acrylic acid 2-bicyclo[3.2.1]Octyl ester C12C(CCC(CC1)C2)OC(C=C)=O